perfluorodimethyldioxin FC=1OC(=C(OC1F)C(F)(F)F)C(F)(F)F